N1(CCOCC1)CCS(=O)(=O)[O-] 2-morpholin-4-ylethanesulfonate